C(C)(=O)OC=CC=CCCCCCCCCC tridecadien-1-ol acetate